BrC1=CC=C2C(CN(C(C2=C1)=O)C)(C)C 7-bromo-2,4,4-trimethyl-3,4-dihydroisoquinolin-1(2H)-one